(1RS,2SR,5RS,8SR)-4,4,8-trimethyltricyclo[6.3.1.0~2,5~]dodec-1-yl formate C(=O)O[C@]12[C@H]3CC([C@@H]3CC[C@](CCC1)(C2)C)(C)C |r|